C(=O)(C(=O)O)CC(=O)O Oxaloacetic Acid